5-methyl-2-(Thiophen-2-yl)piperidine CC1CCC(NC1)C=1SC=CC1